6-chloro-2-cyclopentyl-1-oxo-4-phenyl-1,2-dihydroisoquinoline-3-carboxylic acid ClC=1C=C2C(=C(N(C(C2=CC1)=O)C1CCCC1)C(=O)O)C1=CC=CC=C1